ClC[C@H](O)C1=C(C=C(C=C1)Cl)Cl |r| racemic-(R,S)-2-chloro-1-(2,4-dichlorophenyl)ethanol